BrC1=CC(=C(C=C1)S(=O)(=O)NC1=C(C=CC=C1N1CCCCC1)O)F 4-bromo-2-fluoro-N-(2-hydroxy-6-(piperidin-1-yl)phenyl)benzenesulfonamide